FC=1C=C(C=CC1OC1=C2C(=NC=C1)NN=C2N[C@H](CO)CC)NC(=O)C=2C(N(N=CC2)C2=CC=C(C=C2)F)=O (S)-N-(3-fluoro-4-((3-((1-hydroxybutan-2-yl)amino)-1H-pyrazolo[3,4-b]pyridin-4-yl)oxy)phenyl)-2-(4-fluorophenyl)-3-oxo-2,3-dihydropyridazine-4-carboxamide